2'-[propane-2,2-diylbis(thio)]diacetic acid CC(C)(SCC(=O)O)SCC(=O)O